F[C@H]1C[C@H](N2N=C(N=C21)[C@@H]2[C@H](C2)C)C2=CC=CC=C2 (5s,7s)-7-fluoro-5-phenyl-2-[(1s,2s)-2-methylcyclopropyl]-6,7-dihydro-5H-pyrrolo[1,2-b][1,2,4]triazole